Cl.FC(COC)(F)C=1C(=C(C=CC1)C(C)N)F 1-[3-(1,1-difluoro-2-methoxy-ethyl)-2-fluoro-phenyl]Ethylamine hydrochloride